C(C1=CC=CC=C1)(=O)CC(C)=O 1-benzoyl-1-acetylmethane